N1NNNNC1 pentazinane